NC=1N=NC(=CC1C1=CC=C(OCC(=O)OC(C)(C)C)C=C1)C1=C(C=CC(=C1)F)O tert-butyl 2-(4-(3-amino-6-(5-fluoro-2-hydroxyphenyl)pyridazin-4-yl)phenoxy)acetate